FC1=C(C(=CC(=C1)C#CC=1C=NC=CC1)F)N1C(C2(N3C1=NC=C3C3=NC=NC=C3)CC2)=O 7'-[2,6-difluoro-4-[2-(3-pyridyl)ethynyl]phenyl]-3'-pyrimidin-4-yl-spiro[cyclopropane-1,5'-imidazo[1,2-a]imidazole]-6'-one